C[Si](CCON1C=CC2=C1N=C(N=C2C=2C=NNC2)C)(C)C 4-(7-[2-(trimethylsilyl)ethoxy]-methyl-7H-pyrrolo[2,3-d]-pyrimidin-4-yl)-1H-pyrazol